S-(6-bromo-4-methylpyridin-3-yl) O-ethyl dithiocarbonate C(SC=1C=NC(=CC1C)Br)(OCC)=S